CC=COB(O)O 2-methylvinylboric acid